(R)-3-(3-(6-(2-((1H-Pyrazol-4-yl)amino)pyrimidin-4-yl)pyridin-2-yl)isoxazol-5-yl)-3-hydroxy-1-methylpyrrolidin-2-one N1N=CC(=C1)NC1=NC=CC(=N1)C1=CC=CC(=N1)C1=NOC(=C1)[C@]1(C(N(CC1)C)=O)O